OC(CC(=O)[O-])(C)C.[Ca+2].NC1=C(C=C(C(=O)N2C[C@@H](CCC2)CC#CC2=C3CN(C(C3=CC=C2)=O)C2C(NC(CC2)=O)=O)C=C1)OC.OC(CC(=O)[O-])(C)C 3-(4-(3-((S)-1-(4-amino-3-methoxybenzoyl)piperidin-3-yl)prop-1-yn-1-yl)-1-oxoisoindolin-2-yl)piperidine-2,6-dione calcium β-hydroxy-β-methylbutyrate